N9-(naphthalen-2-yl)-N9,9-diphenyl-9H-fluorene-2,9-diamine C1=C(C=CC2=CC=CC=C12)N(C1(C2=CC=CC=C2C=2C=CC(=CC12)N)C1=CC=CC=C1)C1=CC=CC=C1